Ethyl (Z)-5-(2-chloro-3,3,3-trifluoroprop-1-en-1-yl)-1-methyl-1H-imidazole-2-carboxylate (Ethyl (Z)-5-(2-chloro-3,3,3-trifluoroprop-1-en-1-yl)-1-methyl-1H-imidazole-2-carboxylate) C(C)C=1N=C(N(C1\C=C(\C(F)(F)F)/Cl)C)C(=O)O.Cl\C(=C/C1=CN=C(N1C)C(=O)OCC)\C(F)(F)F